FC1=C(C(=C(C(=C1[B-](C1=C(C(=C(C(=C1F)F)F)F)F)(C1=C(C(=C(C(=C1F)F)F)F)F)C1=C(C(=C(C(=C1F)F)F)F)F)F)F)F)F.C(CCCCCCC)[NH+](CCCCCCCC)CCCCCCCC trioctyl-ammonium tetrakis(pentafluorophenyl)borate